3-(3-(3-fluorophenoxy)-4-((2,2,2-trifluoroethyl)sulfonamido)phenyl)-5-(pyrazin-2-ylamino)-1H-pyrazole-4-carboxamide FC=1C=C(OC=2C=C(C=CC2NS(=O)(=O)CC(F)(F)F)C2=NNC(=C2C(=O)N)NC2=NC=CN=C2)C=CC1